NC=1N=NC(=CC1N1CCCC(C1)OC)C1=C(C=CC=C1)O 1-(3-Amino-6-(2-hydroxyphenyl)pyridazin-4-yl)-5-methoxypiperidin